(S)-3-amino-3-(4-fluoro-4'-methoxy-2',6'-dimethyl-5-(trifluoromethyl)-[1,1'-biphenyl]-3-yl)propionic acid hydrochloride Cl.N[C@@H](CC(=O)O)C=1C=C(C=C(C1F)C(F)(F)F)C1=C(C=C(C=C1C)OC)C